C(C=C)(=O)OCC(C(C(C(C(C(C(C)(F)F)(F)F)(F)F)(F)F)(F)F)(F)F)(F)F acryloyloxy-2,2,3,3,4,4,5,5,6,6,7,7,8,8-tetradecafluorononane